2,3-diglycidyloxystyrene C(C1CO1)OC1=C(C=C)C=CC=C1OCC1CO1